O1CC(CC1)C1=NC=2C(=NC=CC2)N1 (tetrahydrofuran-3-yl)-3H-imidazo[4,5-b]pyridine